ClNS(=O)(=O)C1=CC=C(C=C1)/C=C/C(=O)O (E)-3-(4-(chlorosulfamoyl)phenyl)acrylic acid